N-(3,5-Dimethoxyphenyl)-3-(1-methylpyrazol-4-yl)-N-(2-piperazin-1-ylethyl)quinoxalin-6-amine COC=1C=C(C=C(C1)OC)N(C=1C=C2N=C(C=NC2=CC1)C=1C=NN(C1)C)CCN1CCNCC1